Ethyl (3S)-1-[5-[6-(tert-butoxycarbonylamino)hex-1-ynyl]-3-pyridyl]piperidine-3-carboxylate C(C)(C)(C)OC(=O)NCCCCC#CC=1C=C(C=NC1)N1C[C@H](CCC1)C(=O)OCC